FC(C1=C(C=CC(=N1)C1=NC=CC(=N1)NC1=NC(=NC=C1)NC1=CC=C(C=C1)N1CCOCC1)F)F N4-(2-(6-(difluoromethyl)-5-fluoropyridin-2-yl)pyrimidin-4-yl)-N2-(4-morpholinophenyl)pyrimidine-2,4-diamine